C([O-])([O-])=O.[Cs+].[Cs+] cesium(1+) carbonate